2,3,5,6-Tetrafluoro-1,4-PHENYLENEDIAMINE FC1=C(C(=C(C(=C1F)N)F)F)N